NC1=C(C=CC(=C1)Cl)C1=CC(=CC(=C1)C(=O)NCCC)C1=CC=C(C=C1)S(N)(=O)=O amino-4-chloro-N-propyl-4''-sulfamoyl-[1,1':3',1''-terphenyl]-5'-carboxamide